NC([C@H](C[C@H]1C(NCCC1)=O)NC(=O)[C@@H]1[C@H]2C([C@H]2CN1C([C@@H](NC(C(F)(F)Br)=O)[C@H](OC(C)(C)C)C)=O)(C)C)=O (1R,2S,5S)-N-((S)-1-amino-1-oxo-3-((S)-2-oxopiperidin-3-yl)propan-2-yl)-3-(N-(2-bromo-2,2-difluoroacetyl)-O-tert-butyl-L-threonyl)-6,6-dimethyl-3-azabicyclo[3.1.0]hexane-2-carboxamide